tert-butyl (3R)-2'-{6-amino-5-[1-(1-methyl-1H-pyrazol-5-yl)ethoxy]pyridin-3-yl}-5',6'-dihydro-1H-spiro[pyrrolidine-3,4'-pyrrolo[1,2-b]pyrazole]-1-carboxylate NC1=C(C=C(C=N1)C=1C=C2N(N1)CC[C@]21CN(CC1)C(=O)OC(C)(C)C)OC(C)C1=CC=NN1C